4-[(2R)-3-(3,4-dihydro-1H-isoquinolin-2-yl)-2-hydroxy-propyl]-8-(1,2,3,6-tetrahydropyridine-4-yl)-2,3-dihydro-1,4-benzoxazepine-5-one C1N(CCC2=CC=CC=C12)C[C@H](CN1CCOC2=C(C1=O)C=CC(=C2)C=2CCNCC2)O